4-piperazinylamide N1CCN(CC1)[NH-]